6-(5-Hydroxypent-1-yn-1-yl)-3-(methoxymethoxy)picolinic acid methyl ester COC(C1=NC(=CC=C1OCOC)C#CCCCO)=O